octanoic acid dec-9-yn-1-yl ester C(CCCCCCCC#C)OC(CCCCCCC)=O